2-phenyl-2-(5-(4-(piperazin-1-yl)phenyl)-2H-indazol-2-yl)-N-(4-(quinazolin-4-yloxy)phenyl)acetamide C1(=CC=CC=C1)C(C(=O)NC1=CC=C(C=C1)OC1=NC=NC2=CC=CC=C12)N1N=C2C=CC(=CC2=C1)C1=CC=C(C=C1)N1CCNCC1